C(C)(C)(C)OC(=O)N1CCC(CC1)S(=O)(=O)C1=CC=C(C2=CC=CC=C12)N1CCN(CC1)C(=O)OC(C)(C)C tert-Butyl 4-(4-((1-(tert-butoxycarbonyl)piperidin-4-yl)sulfonyl)naphthalen-1-yl)piperazine-1-carboxylate